Tert-butyl (R)-4-(2,3-dichlorophenyl)-3-methylpiperazine-1-carboxylate ClC1=C(C=CC=C1Cl)N1[C@@H](CN(CC1)C(=O)OC(C)(C)C)C